5-(6-fluoroquinolin-2-yl)-3-hydroxy-2-isopropylphenyl phosphate P(=O)(OC1=C(C(=CC(=C1)C1=NC2=CC=C(C=C2C=C1)F)O)C(C)C)([O-])[O-]